6-(4-amino-2,6-dichloro-phenoxy)-1H-quinolin-2-one NC1=CC(=C(OC=2C=C3C=CC(NC3=CC2)=O)C(=C1)Cl)Cl